BrC1=C(C=C(C=C1)C1=NOC(C1)CN1N=NC=C1)F 3-(4-bromo-3-fluoro-phenyl)-5-(triazol-1-ylmethyl)-4,5-dihydroisoxazole